O=C1N=C2C=CC(=CC2=C1)N1NC=C(C1)C1(C(N(CO1)CCC1=CC2=CC(N=C2C=C1)=O)=O)C 5-(2-(2-oxoindol-5-yl)-1H-pyrazol-4-yl)-5-methyl-3-(2-(2-oxoindol-5-yl)ethyl)oxazolidin-4-one